(E)-1-(2,4-dihydroxy-5-methylphenyl)-3-(4-isopropyl-2-(4-(trifluoromethyl)phenyl)thiazol-5-yl)prop-2-en-1-one OC1=C(C=C(C(=C1)O)C)C(\C=C\C1=C(N=C(S1)C1=CC=C(C=C1)C(F)(F)F)C(C)C)=O